N3-(3-methoxy-2-methylbenzyl)-1,2-dimethyl-N3-(1-tetrahydro-2H-pyran-2-yl-1H-indazol-5-yl)-1H-pyrrole-3-carboxamide COC=1C(=C(CN(C(=O)C2=C(N(C=C2)C)C)C=2C=C3C=NN(C3=CC2)C2OCCCC2)C=CC1)C